tert-butyl 2-ethynylazetidine-1-carboxylate C(#C)C1N(CC1)C(=O)OC(C)(C)C